methyl 2-(5-oxotetra-hydrofuran-3-yl)acetate O=C1CC(CO1)CC(=O)OC